tetramethyl-3,4-dimethylenehexane-1,6-diamine CC(C(N)(C)C)(C(C(CCN)=C)=C)C